P(OC1=C(C=CC=C1)C)(OC1=C(C=CC=C1)C)OC1=C(C=CC=C1)C tristolyl phosphite